C12OCC3CC(C(CC13)O2)O Octahydro-1,6-epoxyisobenzofuran-5-ol